ClC=1N=CC=2C3=C(C(=NC2C1F)SC)C=C(N3[C@H]3[C@H]1CN([C@@H]3C1)C(=O)OC(C)(C)C)C tert-butyl (1R,4R,5S)-5-(7-chloro-6-fluoro-2-methyl-4-(methylthio)-1H-pyrrolo[3,2-c][1,6]naphthyridin-1-yl)-2-azabicyclo[2.1.1]hexane-2-carboxylate